FC1=C(C(=NN1)C(=O)O)F difluoropyrazolic acid